2,2'-[1,2-phenylenebis(oxyethane-2,1-diyloxy[1,1'-binaphthalene]-2',2-diyloxy)]di(ethan-1-ol) C1(=C(C=CC=C1)OCCOC1=C(C2=CC=CC=C2C=C1)C1=C(C=CC2=CC=CC=C12)OCCO)OCCOC1=C(C2=CC=CC=C2C=C1)C1=C(C=CC2=CC=CC=C12)OCCO